3-chloro-10,11-dihydro-5H-dibenzo[b,f]azepin ClC=1C=CC2=C(NC3=C(CC2)C=CC=C3)C1